tripropenyl phosphite P(OC=CC)(OC=CC)OC=CC